C(C)(C)C1(CC(CC(C1)(C)C)(C)CNC(C)C)N isopropyl-3-((isopropylamino)methyl)3,5,5-trimethylcyclohexan-1-amine